(R/S)-1-(4-(4-((1-(hydroxymethyl)cyclobutyl)amino)-5-oxido-6,7-dihydrothieno[3,2-d]pyrimidin-2-yl)phenyl)pyrrolidin-2-one OCC1(CCC1)NC=1C2=C(N=C(N1)C1=CC=C(C=C1)N1C(CCC1)=O)CC[S@]2=O |r|